BrC=1C(=C(OC2=CC=C(C=C2)CCC(=O)OC)C=CC1)C methyl 3-(4-(3-bromo-2-methylphenoxy)phenyl)propanoate